ClC=1C=C(C=C(C1CC=1OC(N(N1)C(C)C)=O)Cl)NCC(=O)O (3,5-dichloro-4-((4-isopropyl-5-oxo-4,5-dihydro-1,3,4-oxadiazol-2-yl)methyl)phenyl)glycine